3-(2-Carboxy-4-hydroxyphenylaminocarbonyl)-2,5-dihydroxybenzoic acid C(=O)(O)C1=C(C=CC(=C1)O)NC(=O)C=1C(=C(C(=O)O)C=C(C1)O)O